2-(2-(4-Methoxybenzyl)-3-oxo-4-(trifluoromethyl)-3,5,6,7-tetrahydro-2H-cyclopenta[c]pyridazin-7-yl)acetic acid tert-butyl ester C(C)(C)(C)OC(CC1CCC=2C1=NN(C(C2C(F)(F)F)=O)CC2=CC=C(C=C2)OC)=O